(Benzyl-3-O-benzyl-4-O-tert-butyldimethylsilyl-2-deoxy-2-trichloroacetamido-α-L-altropyranosyluronate)-(1→3)-4-azido-2-trichloroacetamido-2,4,6-trideoxy-β-D-galactopyranose C(C1=CC=CC=C1)[C@@]1([C@@H]([C@@H](OCC2=CC=CC=C2)[C@@H](O[Si](C)(C)C(C)(C)C)[C@@H](O1)C(=O)[O-])NC(C(Cl)(Cl)Cl)=O)O[C@@H]1[C@H]([C@H](O)O[C@@H]([C@@H]1N=[N+]=[N-])C)NC(C(Cl)(Cl)Cl)=O